N-((3S,4S)-3-((6-(2,6-dichloro-3,5-dimethoxyphenyl)-7-methyl-8-oxo-7,8-dihydropyrido[3,4-d]pyrimidin-2-yl)amino)tetrahydro-2H-pyran-4-yl)acrylamide ClC1=C(C(=C(C=C1OC)OC)Cl)C1=CC2=C(N=C(N=C2)N[C@@H]2COCC[C@@H]2NC(C=C)=O)C(N1C)=O